tert-butyl (2R)-2-(1-hydroxyethyl)pyrrolidine-1-carboxylate OC(C)[C@@H]1N(CCC1)C(=O)OC(C)(C)C